(3,5-Dimethoxyphenyl)-N-ethyl-2-(4-(trifluoromethyl)phenyl)Azole-4-carboxamide COC=1C=C(C=C(C1)OC)C1=C(NC=C1C(=O)NCC)C1=CC=C(C=C1)C(F)(F)F